Sodium N-[4-[ethyl(2-hydroxyethyl)amino]phenyl]sulfamate C(C)N(C1=CC=C(C=C1)NS([O-])(=O)=O)CCO.[Na+]